1-Cyclopentyl-3-(7-(2-(pyridin-3-yl)pyrrol-1-yl)quinazolin-2-yl)urea C1(CCCC1)NC(=O)NC1=NC2=CC(=CC=C2C=N1)N1C(=CC=C1)C=1C=NC=CC1